3-(5-methoxy-2-methyl-4-nitrophenyl)-9-(piperidin-4-ylmethyl)-3,9-diazaspiro[5.5]undecane COC=1C(=CC(=C(C1)N1CCC2(CC1)CCN(CC2)CC2CCNCC2)C)[N+](=O)[O-]